3-(1-(2-chloro-5-fluorophenyl)ethoxy)-2-amino-5-phenylpyridine ClC1=C(C=C(C=C1)F)C(C)OC=1C(=NC=C(C1)C1=CC=CC=C1)N